COC(N[C@H](C(=O)NC=1C(N(C=CC1)CC=1NC2=C(C=CC=C2C1)OCC(F)F)=O)CC\C=C\C(=O)N(C)C)=O Methyl-(S,E)-(1-((1-((7-(2,2-difluoroethoxy)-1H-indol-2-yl)methyl)-2-oxo-1,2-dihydropyridin-3-yl)amino)-7-(dimethylamino)-1,7-dioxohept-5-en-2-yl)carbamat